O1[C@H](CCC=C1)C(=O)N1[C@H](C2=CC=CC=C2CC1)C1=CC=C(C=C1)F ((R)-3,4-dihydro-2H-pyran-2-yl)((S)-1-(4-fluorophenyl)-3,4-dihydroisoquinolin-2(1H)-yl)methanone